CC1=CC=CC=2C(=CC=C(C12)O)O 4-methylnaphthalene-5,8-diol